FC(C(C)(C)O)(F)C=1C(=C(C=CC1)[C@@H](C)NC1=NC(=NC2=CC3=C(C=C12)N(C([C@@H](O3)C)=O)C)C)F (S)-4-(((R)-1-(3-(1,1-Difluoro-2-hydroxy-2-methylpropyl)-2-fluorophenyl)ethyl)amino)-2,6,8-trimethyl-6H-[1,4]oxazino[3,2-g]quinazolin-7(8H)-one